N(N)C(=O)C=1SC(=C(N1)C(=O)N1CCC(CC1)C)C1=CC=C(C2=CC=CC=C12)S(=O)(=O)N[C@H](C(F)(F)F)C (S)-4-(2-(hydrazinocarbonyl)-4-(4-methylpiperidine-1-carbonyl)thiazol-5-yl)-N-(1,1,1-trifluoropropan-2-yl)naphthalene-1-sulfonamide